(S)-3-(7-((2-(4-chlorophenyl)oxazol-5-yl)methoxy)-3-oxo-1,3-dihydro-2H-indazol-2-yl)piperidine-2,6-dione ClC1=CC=C(C=C1)C=1OC(=CN1)COC=1C=CC=C2C(N(NC12)[C@@H]1C(NC(CC1)=O)=O)=O